S1C(=CC=C1)C1(COC1)O 3-(Thiophen-2-yl)oxetan-3-ol